N1N2C(=CN=C1)C=CC=C2 pyrido[2,1-f][1,2,4]-triazine